7-OXA-3,4-DIAZABICYCLO[4.1.0]HEPTA-4-EN-2-ON C12C(NN=CC2O1)=O